C(C)(C)(C)OC(N[C@H](C=O)CC1CC1)=O.C(C)(C)(C)C=1C=C(C(=O)N=C2NCCN2)C=CC1NC1=CC(=CC=C1)C(NC(C)CC(C)C)=O 3-tert-butyl-N-[(2E)-imidazolidin-2-ylidene]-4-({3-[(4-methylpentan-2-yl)carbamoyl]phenyl}amino)benzamide tert-butyl-N-[(1S)-1-(cyclopropylmethyl)-2-oxo-ethyl]carbamate